5-(6-amino-1-(4-amino-3-methylbenzyl)-1H-pyrazolo[3,4-d]pyrimidine-4-yl)nicotinonitrile NC1=NC(=C2C(=N1)N(N=C2)CC2=CC(=C(C=C2)N)C)C=2C=NC=C(C#N)C2